C(CCCCCCCCCCCCC)C(CCCCCCCCCCCCCCCCCOCCCCCCCCCCCCCCCCCC(CCCCCCCCCCCCCC)CCCCCCCCCCCCCCCC)CCCCCCCCCCCCCCCC myristylcetylstearylether